allyl 3-O-benzyl-α-L-rhamnopyranoside C(C1=CC=CC=C1)O[C@H]1[C@H]([C@H](OCC=C)O[C@H]([C@@H]1O)C)O